ClC=1C=C(SC1)C1CNCCO1 2-(4-chlorothiophene-2-yl)morpholine